The molecule is a ketoaldonate and a member of fuconates. It derives from a L-fuconate. It is a conjugate base of a 2-dehydro-3-deoxy-L-fuconic acid. C[C@@H]([C@H](CC(=O)C(=O)[O-])O)O